BrC1=CC=C(C=C1)C1=NN(C(=C1C#N)C(=O)OCC)C1CCC2(OCCO2)CC1 Ethyl 3-(4-bromophenyl)-4-cyano-1-(1,4-dioxaspiro[4.5]decan-8-yl)-1H-pyrazole-5-carboxylate